C(CCCCCCCCCCC\C=C/CCCCCCCC)(=O)O.OCC(=O)[C@@H](O)[C@H](O)[C@H](O)CO fructose erucate